(R)-1-(tert-butyl)-N-(2-methyl-4-(3-(3-(N-methylacrylamido)azepan-1-yl)pyridin-4-yl)benzyl)-1H-1,2,3-triazole-4-carboxamide C(C)(C)(C)N1N=NC(=C1)C(=O)NCC1=C(C=C(C=C1)C1=C(C=NC=C1)N1C[C@@H](CCCC1)N(C(C=C)=O)C)C